(R)-4-(4-(4-cyclopropylpiperazin-1-yl)piperidin-1-yl)-6-methoxy-N1-(6-(3-phenylisoxazolidin-2-yl)pyrimidin-4-yl)benzene-1,3-diamine C1(CC1)N1CCN(CC1)C1CCN(CC1)C1=C(C=C(C(=C1)OC)NC1=NC=NC(=C1)N1OCC[C@@H]1C1=CC=CC=C1)N